COC1=CC2=C(OCCN2)C=C1N1N=C(C=2C=NC(=CC21)C=2C=NN1C2N=CC=C1)C(=O)NCCN1CCC(CC1)C(=O)OC1CCCC1 cyclopentyl 1-(2-(1-(6-methoxy-3,4-dihydro-2H-benzo[b][1,4]oxazin-7-yl)-6-(pyrazolo[1,5-a]pyrimidin-3-yl)-1H-pyrazolo[4,3-c]pyridine-3-carboxamido)ethyl)piperidine-4-carboxylate